FC1=CC=C(COC=2C=3C4=C(NC3C=CC2)CCNCC4)C=C1 10-((4-fluorobenzyl)oxy)-1,2,3,4,5,6-hexahydroazepino[4,5-b]indole